3α-azido-5α-androstan-17-one N(=[N+]=[N-])[C@H]1C[C@@H]2CC[C@H]3[C@@H]4CCC([C@@]4(C)CC[C@@H]3[C@]2(CC1)C)=O